7-(2-((5-methoxy-4-oxo-1,2,3,4-tetrahydropyrimidin-2-yl)thio)acetyl)-1,3,4,5-tetrahydro-2H-benzo[b]azepin-2-one COC=1C(NC(NC1)SCC(=O)C1=CC2=C(NC(CCC2)=O)C=C1)=O